potassium citrate salt C(CC(O)(C(=O)[O-])CC(=O)[O-])(=O)[O-].[K+].[K+].[K+]